tert-butyl 5-(2-aminopyrimidin-4-yl)-1H-indazole-1-carboxylate NC1=NC=CC(=N1)C=1C=C2C=NN(C2=CC1)C(=O)OC(C)(C)C